ClC=1C(=C(C=CC1)C(C(=O)OC)=O)C methyl 2-(3-chloro-2-methyl-phenyl)-2-oxo-acetate